OCCCCCCCCCCCCCCCC(=O)C(O)[C@H](N)[C@H](O)CCCCCCCCCCCCCCC HYDROXYPALMITOYL-SPHINGANINE